4-(3-Fluorophenyl)-1-(5-(isopropylsulfanyl)-4-(piperidin-1-yl)thiazol-2-yl)-3-methyl-1H-pyrazole-5-carboxylic acid FC=1C=C(C=CC1)C=1C(=NN(C1C(=O)O)C=1SC(=C(N1)N1CCCCC1)SC(C)C)C